C(OC(C)C)(=O)Cl Isopropyl carbonochloridate